1,2,3,4-Tetrahydro-6,7-dimethoxy-8-isoquinolinol COC=1C=C2CCNCC2=C(C1OC)O